CC1=CC=CC(=N1)N1CCN(CC1)CC=1C=C2CN(C(C2=CC1)=O)C1C(NC(CC1)=O)=O 3-(5-((4-(6-methylpyridin-2-yl)piperazin-1-yl)methyl)-1-oxoisoindolin-2-yl)piperidine-2,6-dione